FC(C=1C=C(C(=O)N[C@@H](C)C2=NC=NN2C2=CC(=NC=N2)C(=O)N=S(=O)(CC)CC)C=C(C1)C(F)(F)F)(F)F (S)-6-(5-(1-(3,5-bis(trifluoromethyl)benzamido)ethyl)-1H-1,2,4-triazol-1-yl)-N-(diethyl(oxo)-λ6-sulfaneylidene)pyrimidine-4-carboxamide